C(C1=CC=CC=C1)(=O)OCOC1=NC2=CC(=CC=C2C=C1)OCCCCN1CCN(CC1)C1=CC=CC=2SC=CC21 (7-(4-(4-(benzo[b]thiophen-4-yl)piperazin-1-yl)butoxy)quinolin-2-yloxy)methyl benzoate